[Br-].C(C)OC(CC(CCCCC(=O)NCCC[Si](O[Si](C)(C)C)(O[Si](C)(C)C)O[Si](C)(C)C)[NH+](C)C)=O (2-ethoxy-2-oxoethyl)-6-((3-(1,1,1,5,5,5-hexamethyl-3-((trimethylsilyl)oxy)trisiloxan-3-yl)propyl)amino)-N,N-dimethyl-6-oxohexan-1-aminium bromide